5-[2,6-difluoro-3-[(2,2,2-trifluoroacetyl)amino]phenoxy]-2-nitro-benzoic acid FC1=C(OC=2C=CC(=C(C(=O)O)C2)[N+](=O)[O-])C(=CC=C1NC(C(F)(F)F)=O)F